C(C1=CC=CC=C1)N1C=C(C[C@H](N)C(=O)O)N=C1 1-Benzyl-histidine